C(C)C=1SC(=C(N1)C1=NC(=CC=C1)C)OC1=CC(=NC=C1)NC1=CC(=NC=C1)C(=O)NC 4-((4-((2-Ethyl-4-(6-methylpyridin-2-yl)thiazol-5-yl)oxy)pyridin-2-yl)amino)-N-methylpyridinecarboxamide